C1=C2C=C3C(=CC=C4C=5C=CC=CC5C=C34)C2=CC=C1 indenofluoren